NC(COC=1C=C(C=2CC(CC2C1)CN1CCC2(CN(C(O2)=O)C2=NC3=C(OCC(N3)=O)N=C2)CC1)C#N)(C)C 6-(2-amino-2-methylpropoxy)-2-[[2-oxo-3-(3-oxo-4H-pyrazino[2,3-b][1,4]oxazin-6-yl)-1-oxa-3,8-diazaspiro[4.5]decan-8-yl]methyl]-2,3-dihydro-1H-indene-4-carbonitrile